(4-aminopiperidin-1-yl)-6-benzyl-5,6,7,8-tetrahydro-2,6-naphthyridine-4-carbonitrile hydrochloride Cl.NC1CCN(CC1)C1=NC=C(C=2CN(CCC12)CC1=CC=CC=C1)C#N